2-(4-((3-cyano-4-fluorophenyl)carbamoyl)-1-methyl-1H-pyrrol-2-yl)-2-oxoacetic acid C(#N)C=1C=C(C=CC1F)NC(=O)C=1C=C(N(C1)C)C(C(=O)O)=O